(S)-TERT-BUTYL 6'-CHLORO-5-(((1R,2S)-2-((S)-1-HYDROXYBUT-3-EN-1-YL)-2-METHYLCYCLOBUTYL)METHYL)-3',4,4',5-TETRAHYDRO-2H,2'H-SPIRO[BENZO[B][1,4]OXAZEPINE-3,1'-NAPHTHALENE]-7-CARBOXYLATE ClC=1C=C2CCC[C@]3(C2=CC1)CN(C1=C(OC3)C=CC(=C1)C(=O)OC(C)(C)C)C[C@H]1[C@@](CC1)(C)[C@H](CC=C)O